Methyl-5-[bis[(2-methylpropan-2-yl)oxycarbonyl]amino]-8-ethenylimidazo[1,5-a]pyridine CC=1N=CN2C1C(=CC=C2N(C(=O)OC(C)(C)C)C(=O)OC(C)(C)C)C=C